2-(((tert-butoxycarbonyl)(cyclobutylmethyl)amino)methyl)-6-((4-(5-(pyrrolidin-1-yl)pyridin-3-yl)-1H-1,2,3-Triazol-1-yl)methyl)-1H-indole-1-carboxylic acid tert-butyl ester C(C)(C)(C)OC(=O)N1C(=CC2=CC=C(C=C12)CN1N=NC(=C1)C=1C=NC=C(C1)N1CCCC1)CN(CC1CCC1)C(=O)OC(C)(C)C